((2R,3R)-3-(2,6-dichlorophenyl)-1,4-dioxaspiro[4.4]nonan-2-yl)methyl sulfamate S(N)(OC[C@H]1OC2(O[C@@H]1C1=C(C=CC=C1Cl)Cl)CCCC2)(=O)=O